(1S,5S,6R)-3-(5-(1,3-dioxoisoindolin-2-yl)-1-(4-methoxybenzyl)-1H-pyrazol-3-yl)bicyclo[3.1.0]hex-2-ene-6-carboxylic acid ethyl ester C(C)OC(=O)[C@@H]1[C@H]2CC(=C[C@@H]12)C1=NN(C(=C1)N1C(C2=CC=CC=C2C1=O)=O)CC1=CC=C(C=C1)OC